(R)-tert-Butyl 3-((((R)-2,2-dimethyl-1,3-dioxolan-4-yl)methyl)((S)-1-(6-(trifluoromethyl)pyridin-3-yl)ethyl)carbamoyl)-6-methyl-6,7-dihydro-2H-pyrazolo[4,3-c]pyridine-5(4H)-carboxylate CC1(OC[C@H](O1)CN(C(=O)C=1NN=C2C1CN([C@@H](C2)C)C(=O)OC(C)(C)C)[C@@H](C)C=2C=NC(=CC2)C(F)(F)F)C